(3E)-7,7-didecyloxy-1,3-heptadiene C(CCCCCCCCC)OC(CC/C=C/C=C)OCCCCCCCCCC